(Z)-3-((3,5-dimethyl-1H-pyrrol-2-yl)methylene)-2-oxo-N-(prop-2-yn-1-yl)indole-5-carboxamide CC1=C(NC(=C1)C)\C=C\1/C(NC2=CC=C(C=C12)C(=O)NCC#C)=O